C(#N)C1=C(SC2=C1CN(C(C2)(CC)CC)CC2CCCCC2)NC(CC2=CC=C(C=C2)S(N)(=O)=O)=O N-(3-Cyano-5-(cyclohexylmethyl)-6,6-diethyl-4,5,6,7-tetrahydrothieno[3,2-c]pyridin-2-yl)-2-(4-sulfamoylphenyl)acetamid